2-(methyl)acrylic acid-2-hydroxy-3-phenoxypropyl ester OC(COC(C(=C)C)=O)COC1=CC=CC=C1